4-[4-[[6-(4-chlorophenyl)-3-hydroxy-norcaran-1-yl]methyl]piperazin-1-yl]-N-[3-nitro-4-(tetrahydropyran-4-ylmethylamino)phenyl]sulfonyl-2-(1H-pyrrolo[2,3-b]pyridin-5-yloxy)benzamide ClC1=CC=C(C=C1)C12CCC(CC1(C2)CN2CCN(CC2)C2=CC(=C(C(=O)NS(=O)(=O)C1=CC(=C(C=C1)NCC1CCOCC1)[N+](=O)[O-])C=C2)OC=2C=C1C(=NC2)NC=C1)O